ethynylphosphinate C(#C)P([O-])=O